benzyl 2-(6-(hydrazinecarbonyl)-5-oxo-5H-benzo[4',5']thiazolo[3',2':1,6]pyrido-[2,3-d]pyrimidin-2-yl)-2,8-diazaspiro[4.5]decane-8-carboxylate N(N)C(=O)C=1C(C2=C(N=C(N=C2)N2CC3(CC2)CCN(CC3)C(=O)OCC3=CC=CC=C3)N3C1SC1=C3C=CC=C1)=O